O=C(C(=O)[O-])CC(C)C.[Na+] sodium alpha-ketoisocaproate